C(C)OC(C(CCCCCC(CCCCCC1(CC1)C(=O)O)OC)(C)C)=O 1-(13-ethoxy-6-methoxy-12,12-dimethyl-13-oxotridecyl)cyclopropane-1-carboxylic acid